6-N-(4,4-dimethyl-5H-1,3-oxazol-2-yl)-4-N-[3-methyl-4-([1,2,4]triazolo[1,5-a]pyridin-7-yloxy)phenyl]quinazoline-4,6-diamine CC1(N=C(OC1)NC=1C=C2C(=NC=NC2=CC1)NC1=CC(=C(C=C1)OC1=CC=2N(C=C1)N=CN2)C)C